4-[3-(3-bromophenylamino)-2-hydroxypropyl]-1,3-dihydroimidazol-2-one BrC=1C=C(C=CC1)NCC(CC=1NC(NC1)=O)O